1-(5Z,8Z,11Z,14Z,17Z-eicosapentaenoyl)-2-tridecanoyl-glycero-3-phospho-(1'-sn-glycerol) CCCCCCCCCCCCC(=O)O[C@H](COC(=O)CCC/C=C\C/C=C\C/C=C\C/C=C\C/C=C\CC)COP(=O)(O)OC[C@H](CO)O